C(C)OC(C(C(CCCCCCCC)CN)C(=O)OC(C)(C)C)=O Tert-butoxycarbonyl-3-aminomethyl-undecanoic acid ethyl ester